C=C(C)C1=CC=CC(=N1)C[C@@H]1N(CCC[C@@H]1NS(=O)(=O)CCC)C(=O)OC(C)C isopropyl cis-2-((6-(prop-1-en-2-yl)pyridin-2-yl)methyl)-3-((propylsulfonyl)amino)piperidine-1-carboxylate